BrC1=C(C=C2C(=NC(=NC2=C1F)Cl)N1[C@H](CN(CC1)C(=O)[O-])C)Cl (S)-4-(7-bromo-2,6-dichloro-8-fluoroquinazolin-4-yl)-3-methylpiperazine-1-carboxylate